O=C1NC(CCC1C1=CC(=NC=C1)N1CCC(CC1)C=O)=O 1-(4-(2,6-dioxopiperidin-3-yl)pyridin-2-yl)piperidine-4-carbaldehyde